C1(CCC(N1OC(CCSSC1=NC=CC=C1)=O)=O)=O 3-(2-pyridyldithio)propionic acid succinimidyl ester